2-(5-fluoro-2-methoxypyridin-4-yl)-1-((S)-7-((6-methyl-5-(1-methyl-1H-imidazol-4-yl)pyridin-2-yl)amino)-5-azaspiro[2.4]hept-5-yl)propan-1-one FC=1C(=CC(=NC1)OC)C(C(=O)N1CC2(CC2)[C@@H](C1)NC1=NC(=C(C=C1)C=1N=CN(C1)C)C)C